1-(4-(2-(2,6-dimethylpyridin-4-yl)-3-isopropyl-1H-indol-5-yl)piperidin-1-yl)-2-(4-(2-methoxyethyl)piperazin-1-yl)ethan-1-one CC1=NC(=CC(=C1)C=1NC2=CC=C(C=C2C1C(C)C)C1CCN(CC1)C(CN1CCN(CC1)CCOC)=O)C